COC=1C=C(C=CC=2C3=C(N=C(N2)N2CCOCC2)N(CC3)C=3C=NC=CC3)C=CC1 4-(4-(3-methoxystyryl)-7-(pyridin-3-yl)-6,7-dihydro-5H-pyrrolo[2,3-d]pyrimidin-2-yl)morpholine